5-(7-cyclopropylpyrazolo[1,5-a]pyrimidin-5-yl)pyrimidine-2,4(1H,3H)-dione C1(CC1)C1=CC(=NC=2N1N=CC2)C=2C(NC(NC2)=O)=O